NCC(C)N1C=CC=C1 1-(1-aminopropane-2-yl)-1H-pyrrole